N-(Benzo[d][1,3]dioxol-5-yl)-2-(((5-bromothiophen-2-yl)methyl)(methyl)amino)acetamide O1COC2=C1C=CC(=C2)NC(CN(C)CC=2SC(=CC2)Br)=O